3,3'-dimethoxybenzidinemonodiazonium COC1=C(C(=CC=C1N)C1=CC(=C(N)C=C1)OC)[N+]#N